Sodium perfluorohexylperfluorooctylphosphinate C(C(C(C(C(F)(F)P(=O)(C(C(C(C(C(C(F)(F)F)(F)F)(F)F)(F)F)(F)F)(F)F)[O-])(F)F)(F)F)(F)F)(C(C(C(F)(F)F)(F)F)(F)F)(F)F.[Na+]